1-[(1R,5S,6S)-6-[2-[4-amino-5-(2-methoxy-4-phenoxyphenyl)-7-(oxolan-3-yl)-7H-pyrrolo[2,3-d]pyrimidin-6-yl]ethynyl]-3-azabicyclo[3.1.0]hexan-3-yl]prop-2-en-1-one NC=1C2=C(N=CN1)N(C(=C2C2=C(C=C(C=C2)OC2=CC=CC=C2)OC)C#CC2[C@@H]1CN(C[C@H]21)C(C=C)=O)C2COCC2